1-methyl-3-(2-thienyl)-1,2-dihydroquinoxalinethione CN1C(C(=NC2=CC=CC=C12)C=1SC=CC1)=S